Cl.C[C@H]1N[C@H](CC(C1)C=1SC2=C(N1)C(=CC(=C2)C2=CC(=C1C(=N2)OC(=N1)C)C)F)C 5-{2-[(2R,4r,6S)-2,6-dimethylpiperidin-4-yl]-4-fluoro-1,3-benzothiazol-6-yl}-2,7-dimethyl[1,3]oxazolo[5,4-b]pyridine hydrochloride